CC=1C(=C(C=CC1NCCCC1=CC=CC=C1)C1=CC=CC=C1)CC(=O)O 2-(3-methyl-4-((3-phenylpropyl)amino)-[1,1'-biphenyl]-2-yl)acetic acid